(triglyme) erbium Tin [Sn].[Er].COCCOCCOCCOC